1,3-bis[(2-butoxycyclohexan-1-yl)methyl]imidazolium C(CCC)OC1C(CCCC1)CN1C=[N+](C=C1)CC1C(CCCC1)OCCCC